CC1C(CC2CCC(CC2C1CCC)C(=O)O)C(=O)O 3-methyl-4-propyl-2,6-decalindicarboxylic acid